SCC(=O)NCC(=O)O Mercaptoacetylglycin